C1(=CC=CC=C1)C1(C([Si](C=C1)(C1=CC=CC=C1)C1=CC=CC=C1)(C1=CC=CC=C1)C1=CC=CC=C1)C1=CC=CC=C1 hexaphenyl-silole